N-(3-(6-chlorobenzo[d]oxazol-2-yl)-2-methylphenyl)-2-fluoro-4-nitrobenzamide ClC1=CC2=C(N=C(O2)C=2C(=C(C=CC2)NC(C2=C(C=C(C=C2)[N+](=O)[O-])F)=O)C)C=C1